NC1=NC(=C2C(=N1)N(N=C2)CC2=CC(=C(C=C2)N)C)C2=CC=CC(=N2)C#N 6-(6-amino-1-(4-amino-3-methylbenzyl)-1H-pyrazolo[3,4-d]pyrimidin-4-yl)picolinonitrile